2,5-diamino-N1,N4-bis(3,4-dihydroxyphenethyl)terephthalamide NC1=C(C(=O)NCCC2=CC(=C(C=C2)O)O)C=C(C(=C1)C(=O)NCCC1=CC(=C(C=C1)O)O)N